BrC1=CC2=C(C(NCCO2)=O)C=C1 8-bromo-3,4-dihydrobenzo[F][1,4]oxazepine-5(2H)-one